5-propoxy-cyclooctane C(CC)OC1CCCCCCC1